ClC1=NC(=C(C(=N1)Cl)C1=CC=CC=C1)C1=CC=C(C=C1)Cl 2,4-dichloro-6-(4-chlorophenyl)-5-phenylpyrimidine